C(=O)C1=CC(=CC=C1)OC 2-formyl-6-methoxybenzene